N,2-dimethylpyrrolidine-3-carboxamide CNC(=O)C1C(NCC1)C